C1CCC2=C(C=3CCCC3C=C12)NC(=O)O[C@@H](C(=O)OC1CCCC1)CC1=NC=CN=C1 Cyclopentyl (2R)-2-{[(1,2,3,5,6,7-hexahydro-s-indacen-4-yl)carbamoyl]oxy}-3-(pyrazin-2-yl)propanoate